FC(C=1C=C(C=C(C1)C(F)(F)F)C1=NN(C=N1)\C=C(/C(=O)N)\C=1C=NC=NC1)(F)F (Z)-3-(3-(3,5-bis(trifluoromethyl)phenyl)-1H-1,2,4-triazol-1-yl)-2-(pyrimidin-5-yl)acrylamide